(5-Cyclopropylnaphthalen-1-yl)-3-(dimethylamino)-4-fluorobenzamide C1(CC1)C1=C2C=CC=C(C2=CC=C1)C1=C(C(=O)N)C=CC(=C1N(C)C)F